FC1=CC=C(C=C1)C(C)N1N=CC(=C1)N1CC=CC=2C=NCCC12 1-(1-(1-(4-fluorophenyl)ethyl)-1H-pyrazol-4-yl)-7,8-dihydro-1,6-naphthyridin